methyl 3-[4-benzyloxy-1-(4-fluorophenyl)-3-(4-methoxycarbonylphenyl)indol-2-yl]-3-methyl-azetidine-1-carboxylate C(C1=CC=CC=C1)OC1=C2C(=C(N(C2=CC=C1)C1=CC=C(C=C1)F)C1(CN(C1)C(=O)OC)C)C1=CC=C(C=C1)C(=O)OC